C(=O)(OC(C)(C)C)N1CC2CCC(C1)N2 3-boc-3,8-diazabicyclo[3.2.1]octane